(S)-1-ethyl-4-fluoro-N'-(((S)-3-methyl-1,2,3,5,6,7-hexahydrodicyclopenta[b,e]pyridin-8-yl)carbamoyl)-1H-pyrazole-3-sulfonimidamide C(C)N1N=C(C(=C1)F)[S@](=O)(N)=NC(NC1=C2C(=NC3=C1CCC3)[C@H](CC2)C)=O